BrC=1C=C(C=CC1)[C@@H](C)NC1=NC(=NC2=CC(=C(C=C12)OC)OCCCCCCN1CCN(CC1)CC#CC=1C=C2CN(C(C2=CC1F)=O)C1C(NC(CC1)=O)=O)C 3-(5-(3-(4-(6-((4-(((R)-1-(3-bromophenyl)ethyl)amino)-6-methoxy-2-methyl-quinazolin-7-yl)oxy)hexyl)piperazin-1-yl)prop-1-yn-1-yl)-6-fluoro-1-oxoisoindolin-2-yl)-piperidine-2,6-dione